7-(4-(dipropylamino)butyl)-7-hydroxytridecane-1,13-diylbis(2-cyclododecyl acetate) C(CC)N(CCCCC(CCCCCCC(C(=O)[O-])C1CCCCCCCCCCC1)(CCCCCCC(C(=O)[O-])C1CCCCCCCCCCC1)O)CCC